ClC1=C(C=C(C(=O)N2CCC(CC2)CN(CCC2CCC(CC2)N2CC(=CC=C2)C(F)F)C)C=C1)N1C(NC(CC1)=O)=O 1-((1R,4R)-4-(2-(((1-(4-chloro-3-(2,4-dioxoTetrahydropyrimidin-1(2H)-yl)benzoyl)piperidin-4-yl)methyl)(methyl)amino)ethyl)cyclohexyl)-3-(difluoromethyl)-1H-pyridine